C1=CC2=NNN=C2N=C1 tetrazaindene